OC1C[C@@H]([C@H](OC1)C1=C(C=C(C(=C1)F)F)F)NC(OC(C)(C)C)=O tert-butyl ((2R,3S)-5-hydroxy-2-(2,4,5-trifluorophenyl)tetrahydro-2H-pyran-3-yl)carbamate